1-octylnonyl 8-{[4-(N-tert-butoxycarbonyl-N-methylamino)butyl]{2-[(tert-butyl)bis(methyl)siloxy]-5-(undecyloxycarbonyl)pentyl} amino}-7-[(tert-butyl)bis(methyl)siloxy]octanoate C(C)(C)(C)OC(=O)N(C)CCCCN(CC(CCCCCC(=O)OC(CCCCCCCC)CCCCCCCC)O[Si](C)(C)C(C)(C)C)CC(CCCC(=O)OCCCCCCCCCCC)O[Si](C)(C)C(C)(C)C